OC[C@H](C1=CC=CC=C1)NC1=NC(=NC=C1C=1OC(=CN1)C)NC=1C=C2CCN(C(C2=CC1)=O)C 6-[[4-[[(1S)-2-hydroxy-1-phenyl-ethyl]amino]-5-(5-methyloxazol-2-yl)pyrimidin-2-yl]amino]-2-methyl-3,4-dihydroisoquinolin-1-one